C(CCC)NC=1C2=C(N=C(N1)N)C=NN2CC2=C(C=CC(=C2)COC2COC2)OC N7-butyl-1-({2-methoxy-5-[(oxetan-3-yloxy)methyl]phenyl}methyl)-1H-pyrazolo[4,3-d]pyrimidine-5,7-diamine